1-aza-spiro[4.4]non-2-ene-4,6-dione N1C=CC(C12C(CCC2)=O)=O